C(C)(C)C1=C(NC2=CC=C(C=C12)O[C@H]1CNCC1)C1=CC(=NC=C1)C (R)-3-isopropyl-2-(2-methylpyridin-4-yl)-5-(pyrrolidin-3-yloxy)-1H-indole